(R)-2-(acetyl)amino-2-(4-hydroxyphenyl)-ethanol C(C)(=O)N[C@@H](CO)C1=CC=C(C=C1)O